5-(6-(t-butoxycarbonylamino)hexylamino)pentanoic acid C(C)(C)(C)OC(=O)NCCCCCCNCCCCC(=O)O